C(C)OC1=NC=2N(C=C1C(=O)O)C=C(N2)C21COC(CC2)(CC1)C 7-ethoxy-2-(1-methyl-2-oxabicyclo[2.2.2]oct-4-yl)imidazo[1,2-a]pyrimidine-6-carboxylic acid